2-(3-Cyano-phenyl)-5-trifluoromethyl-2H-pyrazole-3-carboxylic acid [3-(hydroxy-naphthalen-1-yl-methyl)-phenyl]amide OC(C=1C=C(C=CC1)NC(=O)C=1N(N=C(C1)C(F)(F)F)C1=CC(=CC=C1)C#N)C1=CC=CC2=CC=CC=C12